5-(4-(benzyloxy)phenyl)-3,4-dihydro-2H-pyrrole-2-carboxamide C(C1=CC=CC=C1)OC1=CC=C(C=C1)C=1CCC(N1)C(=O)N